CSCCCCCC(C(=O)O)N The molecule is a sulfur-containing amino acid consisting of 2-aminoheptanoic acid having a methylthio substituent at the 7-position. It is a sulfur-containing amino acid, a non-proteinogenic alpha-amino acid and a methyl sulfide. It is a tautomer of a trihomomethionine zwitterion.